7-sec-nonyloxychromone C(C)(CCCCCCC)OC1=CC=C2C(C=COC2=C1)=O